C(C)(C)(C)OC(N(C1=NC(=CN=C1OC)\C=C\OCC)C(=O)OC(C)(C)C)=O (tert-Butoxycarbonyl)-N-[6-[(E)-2-ethoxyvinyl]-3-methoxypyrazin-2-yl]carbamic acid tert-butyl ester